1,7-dihydropyrroloindole N1C=CC=2C=CC=3C(C12)=CCN3